4-amino-N-cyclopropyl-N-((5-ethynyl-3-fluoropyridin-2-yl)methyl)-1-methyl-1H-pyrazolo[4,3-c]quinoline-8-carboxamide NC1=NC=2C=CC(=CC2C2=C1C=NN2C)C(=O)N(CC2=NC=C(C=C2F)C#C)C2CC2